(6-bromo-3-methylpyridin-2-yl)methanesulfonamide BrC1=CC=C(C(=N1)CS(=O)(=O)N)C